C1(=CC=C(C=C1)S(=O)(=O)OC1CCN(CC1)C(=O)OC(C)(C)C)C tert-butyl 4-(p-tolylsulfonyloxy)piperidine-1-carboxylate